NCC1=NC=CC=N1 2-(aminomethyl)pyrimidin